2-(3-Ethylureido)benzonitrile C(C)NC(NC1=C(C#N)C=CC=C1)=O